C(C)(C)(C)OC(=O)N(NC1=NC(=NC=C1C(=O)OCC)C=1C(=NC=NC1OC)C1CC1)C ethyl 4-(2-(tert-butoxycarbonyl)-2-methylhydrazineyl)-4'-cyclopropyl-6'-methoxy-[2,5'-bipyrimidine]-5-carboxylate